N-[2-hydroxy-1-(oxan-4-yl)ethyl]-2-methyl-5-[(pyridin-2-yl)methoxy]pyrazolo[1,5-a]pyridine-3-carboxamide OCC(C1CCOCC1)NC(=O)C=1C(=NN2C1C=C(C=C2)OCC2=NC=CC=C2)C